2,2'-azobis(diethyl 2-methylpropionate) N(=NC(C(=O)[O-])(C(CC)CC)C)C(C(=O)[O-])(C(CC)CC)C